isopropyl ((s)-(pentafluorophenoxy)-phenoxy-phosphoryl)-Z-alaninate FC1=C(C(=C(C(=C1O[P@@](=O)(OC1=CC=CC=C1)N[C@@H](C)C(=O)OC(C)C)F)F)F)F